tert-butyl 5-[2-[1-(2,6-dioxo-3-piperidyl)-3-methyl-2-oxo-benzimidazol-5-yl] ethyl]-2,5-diazabicyclo[2.2.1]heptane-2-carboxylate O=C1NC(CCC1N1C(N(C2=C1C=CC(=C2)CCN2C1CN(C(C2)C1)C(=O)OC(C)(C)C)C)=O)=O